NC1CCN(CC1)C1=C(C=NC=C1)C=1C=C2N(N=CC(=C2N[C@@H]2COCC2)C(=NC2=C(C=C(C=C2)O)CC)N)C1 6-[4-(4-amino-1-piperidyl)-3-pyridyl]-N'-(2-ethyl-4-hydroxy-phenyl)-4-[[(3S)-tetrahydrofuran-3-yl]amino]pyrrolo[1,2-b]pyridazine-3-carboxamidine